C1(CC1)C=1N=NN(C1)[C@H](C(=O)N1[C@@H](C[C@H](C1)O)C(=O)NC(C)C=1C=NN(C1C)C1=CC(=CC=C1)C(F)(F)F)C(C)(C)C (2S,4R)-1-[(2S)-2-(4-cyclopropyltriazol-1-yl)-3,3-dimethyl-butanoyl]-4-hydroxy-N-[1-[5-methyl-1-[3-(trifluoromethyl)phenyl]pyrazol-4-yl]ethyl]pyrrolidine-2-carboxamide